4-(7-fluoroimidazo[1,2-a]pyridin-3-yl)-7-((5-(2-(2-hydroxypropan-2-yl)morpholino)pyridin-2-yl)amino)isoindolin-1-one FC1=CC=2N(C=C1)C(=CN2)C2=C1CNC(C1=C(C=C2)NC2=NC=C(C=C2)N2CC(OCC2)C(C)(C)O)=O